cerium acetate C(C)(=O)[O-].[Ce+3].C(C)(=O)[O-].C(C)(=O)[O-]